4-(4-chloro-3,5-difluorophenyl)-6,7-dimethyl-2-((2S,4R)-2-(2-methylpyridin-4-yl)tetrahydro-2H-pyran-4-yl)pteridine ClC1=C(C=C(C=C1F)C1=NC(=NC2=NC(=C(N=C12)C)C)[C@H]1C[C@H](OCC1)C1=CC(=NC=C1)C)F